C(C)(C)SC1=C(N=C(S1)N1N=C(C=C1C(=O)O)C)C1=CC=C(C=C1)C=1OC(=NN1)C 1-(5-(Isopropylthio)-4-(4-(5-Methyl-1,3,4-Oxadiazol-2-yl)Phenyl)Thiazol-2-yl)-3-Methyl-1H-Pyrazole-5-Carboxylic Acid